(±)-(1R,2R)-2-amino-1-ethylcyclopentane-1-ol N[C@H]1[C@@](CCC1)(O)CC |r|